C(C)(=O)N1CCN(CC1)C1=NC2=C(N1C(=O)NCCCC1(CC1)C(F)(F)F)C=CC=C2 (4-Acetylpiperazin-1-yl)-N-(3-(1-(trifluoromethyl)cyclopropyl)propyl)-1H-benzo[d]imidazole-1-carboxamide